C1(CC1)COC1=CC=C(C=C1)C1CN(C1)C(=O)OC(C)(C)C tert-Butyl 3-(4-(cyclopropylmethoxy)phenyl)azetidine-1-carboxylate